FC1(CCN(CC1)C=1C=C(N)C=CC1C=1OC=CN1)F 3-(4,4-difluoropiperidin-1-yl)-4-(oxazol-2-yl)aniline